2-phthalimido-N-chloromethylpropionamide C1(C=2C(C(N1C(C(=O)NCCl)C)=O)=CC=CC2)=O